7-(((2-(Benzyl(2-(diethylamino)ethyl)amino)ethoxy)carbonyl)oxy)tridecane-1,13-diyldioleate C(C1=CC=CC=C1)N(CCOC(=O)OC(CCCCCCCCCCCCCC\C=C/CCCCCCCC(=O)[O-])CCCCCCCCCCCCCC\C=C/CCCCCCCC(=O)[O-])CCN(CC)CC